C1=NC=C(C2=CC=CC=C12)N1C(N(C[C@@H]1C#N)C1=NC=C(C=N1)C(F)(F)F)=O |r| racemic-3-(isoquinolin-4-yl)-2-oxo-1-(5-(trifluoromethyl)pyrimidin-2-yl)imidazoline-4-carbonitrile